2-amino-1-[3-(trifluoromethyl)phenyl]ethanol NCC(O)C1=CC(=CC=C1)C(F)(F)F